[Pb+](Cl)(Cl)Cl.C[NH3+] methyl-ammonium lead trichloride